L-Gamma-glutamyl-L-cystein N[C@@H](CCC(=O)N[C@@H](CS)C(=O)O)C(=O)O